methyl (S)-2-((4-(6-((4-(cyclopropanecarbonyl)-2-methoxybenzyl)oxy)pyridin-2-yl)piperidin-1-yl)methyl)-1-(oxetan-2-ylmethyl)-1H-benzo[d]imidazole-6-carboxylate C1(CC1)C(=O)C1=CC(=C(COC2=CC=CC(=N2)C2CCN(CC2)CC2=NC3=C(N2C[C@H]2OCC2)C=C(C=C3)C(=O)OC)C=C1)OC